BrC=1C=C(C(=C(C1)CC(=O)OCC)OC)F ethyl 2-(5-bromo-3-fluoro-2-methoxyphenyl)acetate